trisodium trithiocyanate salt [S-]C#N.[S-]C#N.[S-]C#N.[Na+].[Na+].[Na+]